OC=1C=C(C=C(C1)O)C=1C(C2=CC(=CC(=C2C1C1=CC(=C(C=C1)O)OC)O)O)=O 2-(3,5-dihydroxyphenyl)-3-(3-methoxy-4-hydroxyphenyl)-4,6-dihydroxy-1H-inden-1-one